[N-]=C=O.[Zr+4].[N-]=C=O.[N-]=C=O.[N-]=C=O zirconium isocyanate